C1(CCCCC1)NC[SiH](OCC)OCC N-cyclohexylaminomethyldiethoxysilane